BrC=1C(=CN2N=C(N=C(C21)Cl)Cl)F 5-bromo-2,4-dichloro-6-fluoropyrrolo[2,1-f][1,2,4]triazine